CC1=CC=C(CN2C(OC(C2=O)=C(C(C2=CC=CC=C2)=O)C2=CC=CC=C2)=O)C=C1 3-(4-methylbenzyl)-5-(phenyl-(benzoyl)methylene)oxazolidine-2,4-dione